(2-(1H-pyrazolo[4,3-b]pyridin-3-yl)pyridin-4-yl)-5-(trifluoromethyl)-1,2,4-oxadiazole N1N=C(C2=NC=CC=C21)C2=NC=CC(=C2)C2=NOC(=N2)C(F)(F)F